N-{[1,1'-biphenyl]-4-yl}-N-[4-(6,8-di-tert-butyl-9,9-dimethyl-9H-fluoren-4-yl)phenyl]-9,9-dimethyl-9H-fluoren-2-amine C1(=CC=C(C=C1)N(C1=CC=2C(C3=CC=CC=C3C2C=C1)(C)C)C1=CC=C(C=C1)C1=CC=CC=2C(C3=C(C=C(C=C3C12)C(C)(C)C)C(C)(C)C)(C)C)C1=CC=CC=C1